((4-(2-(4-chloro-2-fluorophenyl)-2-methylbenzo[d][1,3]dioxol-4-yl)piperidin-1-yl)methyl)-5-methoxynicotinonitrile ClC1=CC(=C(C=C1)C1(OC2=C(O1)C=CC=C2C2CCN(CC2)CC2=C(C#N)C=C(C=N2)OC)C)F